(2R,5S)-5-(aminomethyl)-2-[3-(o-tolyl)phenyl]-1,4-thiazepan-3-one NC[C@H]1NC([C@H](SCC1)C1=CC(=CC=C1)C1=C(C=CC=C1)C)=O